S-(7-((4-(4-methoxyphenyl)thiazol-2-yl)amino)-7-oxoheptyl) 3-phenylpropanethioate C1(=CC=CC=C1)CCC(SCCCCCCC(=O)NC=1SC=C(N1)C1=CC=C(C=C1)OC)=O